ethyl (3S)-pyrrolidine-3-carboxylate hydrochloride Cl.N1C[C@H](CC1)C(=O)OCC